1-tert-butyl-N-{[3-(4-{[(3S,4R)-3-fluoro-1-(propan-2-yl)piperidin-4-yl]amino}-1-(2,2,2-trifluoroethyl)-1H-indol-2-yl)-1,2,4-oxadiazol-5-yl]methyl}-1H-imidazole-4-carboxamide C(C)(C)(C)N1C=NC(=C1)C(=O)NCC1=NC(=NO1)C=1N(C2=CC=CC(=C2C1)N[C@H]1[C@H](CN(CC1)C(C)C)F)CC(F)(F)F